C(CC)(=O)C12CC(C1)(C2)C(=O)OC methyl 3-propionylbicyclo[1.1.1]pentane-1-carboxylate